rac-N-[(5R,6S)-5-{[3-(4-methylpyridin-2-yl)phenyl]methyl}-4-oxo-3-(propan-2-yl)-3,4,5,6,7,8-hexahydroquinazolin-6-yl]ethanesulfonamide CC1=CC(=NC=C1)C=1C=C(C=CC1)C[C@@H]1C=2C(N(C=NC2CC[C@@H]1NS(=O)(=O)CC)C(C)C)=O |r|